ClC1=NC=CC(=C1)C#CCN1C(C=C(C=C1)C=1OC(=NN1)C(F)F)=O 1-(3-(2-chloropyridin-4-yl)prop-2-yn-1-yl)-4-(5-(difluoromethyl)-1,3,4-oxadiazol-2-yl)pyridin-2(1H)-one